N-[5-(4,5,6,6a-tetrahydro-3aH-cyclopenta[d]isoxazol-3-yl)-2,4-dimethyl-phenyl]-1,1,1-trifluoro-N-(trifluoromethylsulfonyl)methanesulfonamide O1N=C(C2C1CCC2)C=2C(=CC(=C(C2)N(S(=O)(=O)C(F)(F)F)S(=O)(=O)C(F)(F)F)C)C